2,2,2-trifluoro-1-(1-phenyl-3-trifluoromethyl-1H-pyrazol-4-yl)ethanone FC(C(=O)C=1C(=NN(C1)C1=CC=CC=C1)C(F)(F)F)(F)F